P(=O)(OCCC)(OOCCCCCCCCCCCCCCCCCC)[O-] propyl octadecyloxy phosphate